ClC1=C(C=C(OCC(=O)NC23CC(C2)(C3)NC(COC3=NC=2N(C=C3)N=CC2)=O)C=C1)F 2-(4-chloro-3-fluorophenoxy)-N-(3-{2-[(pyrazolo[1,5-a]pyrimidin-5-yl)oxy]acetamido}bicyclo[1.1.1]pentan-1-yl)acetamide